2-(3-chloro-5-fluorophenoxy)-8,8-difluorobicyclo[4.2.0]octa-1,3,5-triene-7-ol ClC=1C=C(OC2=C3C(C(C3=CC=C2)O)(F)F)C=C(C1)F